(3R,4S) and (3S,4R)-4-((tert-butyldiphenylsilyl)oxy)-3-fluoropiperidine [Si](C1=CC=CC=C1)(C1=CC=CC=C1)(C(C)(C)C)O[C@@H]1[C@@H](CNCC1)F |r|